5-((6-((((3-(6-hydroxy-3-oxoisoindolin-1-yl)-1H-indol-2-yl)methyl)amino)methyl)-1H-indol-1-yl)methyl)thiophene-2-carboxamide OC1=CC=C2C(NC(C2=C1)C1=C(NC2=CC=CC=C12)CNCC1=CC=C2C=CN(C2=C1)CC1=CC=C(S1)C(=O)N)=O